4-(3-bromopropyloxy)-N-(3-(5-chloro-2-methyl-1H-indol-3-yl)propyl)benzenesulfonamide BrCCCOC1=CC=C(C=C1)S(=O)(=O)NCCCC1=C(NC2=CC=C(C=C12)Cl)C